OC1=C(C=C(C=C1)C=CC(CC(C=CC1=CC(=C(C=C1)O)OC)=O)=O)OC 1,7-bis-(4-hydroxy-3-methoxyphenyl)-1,6-heptadiene-3,5-dione